F[C@]1(C[C@H](N(C1)C(=O)OC(C)(C)C)C(=O)OCC1=CC=CC=C1)CO (2S,4S)-2-Benzyl 1-tert-butyl 4-fluoro-4-(hydroxymethyl)pyrrolidine-1,2-dicarboxylate